C(C)(C)(C)N(C(O)=O)[C@H](CO)CCO.O1C(=CC=C1)[Si](C1=CC=CC=C1)(C)C 2-furyl-(dimethyl)phenylsilane tert-butyl-(S)-(1,4-dihydroxybutan-2-yl)carbamate